6-(1,4-Dimethyl-1H-1,2,3-triazol-5-yl)thiazolo[4,5-c]pyridin-2-amine CN1N=NC(=C1C1=CC2=C(C=N1)N=C(S2)N)C